N-[(6-Amino-2-pyridyl)sulfonyl]-6-(3-fluoro-5-isopropoxyphenyl)-2-(2,4,6-trimethylphenoxy)pyridin-3-carboxamid NC1=CC=CC(=N1)S(=O)(=O)NC(=O)C=1C(=NC(=CC1)C1=CC(=CC(=C1)OC(C)C)F)OC1=C(C=C(C=C1C)C)C